BrC=1C=C(C2=C(N(C(=N2)SC)C(C)C)C1)F 6-bromo-4-fluoro-1-isopropyl-2-(methylthio)-1H-benzo[d]imidazole